CN1CCC(CC1)C(=O)NC1=CC=C2C(=N1)NC=C2C2=CC=1N(C=C2)N=CC1C(=O)N[C@@H](C(F)(F)F)C (R)-5-(6-(1-methylpiperidine-4-carboxamido)-1H-pyrrolo[2,3-b]pyridin-3-yl)-N-(1,1,1-trifluoropropan-2-yl)pyrazolo[1,5-a]pyridine-3-carboxamide